OC[C@@H]1C[C@H](CN1C(=O)C1=CC=C(C=C1)C1=C(C=CC=C1)C)NOC (3R,5S)-5-(hydroxymethyl)-1-[(2'-methyl-1,1'-biphenyl-4-yl)carbonyl]-3-methoxyamino-pyrrolidine